5-(Ethylsulfonyl)-N-methyl-6-[7-(trifluoromethyl)imidazo[1,2-c]pyrimidin-2-yl]pyridine-2-carboxamide C(C)S(=O)(=O)C=1C=CC(=NC1C=1N=C2N(C=NC(=C2)C(F)(F)F)C1)C(=O)NC